1-(2-chloro-4-((5-methoxy-2,3-dihydro-[1,4]dioxino[2,3-f]quinolin-10-yl)oxy)phenyl)-3-cyclopropylurea ClC1=C(C=CC(=C1)OC1=CC=NC2=CC(=C3C(=C12)OCCO3)OC)NC(=O)NC3CC3